C(#N)C1=C(C=CC=C1)NC=1N=C(N=NC1C(=O)NC([2H])([2H])[2H])NC1=C(C=C2CCN(CC2=C1)C)OC ((2-cyanophenyl)amino)-3-((6-methoxy-2-methyl-1,2,3,4-tetrahydroisoquinolin-7-yl)amino)-N-(methyl-d3)-1,2,4-triazine-6-carboxamide